FC=1C=C(C=CC1)NC(=O)[C@@H]1CC12CCN(CC2)C(=O)OC(C(F)(F)F)C(F)(F)F |r| 1,1,1,3,3,3-Hexafluoropropan-2-yl (±)-1-((3-fluorophenyl)carbamoyl)-6-azaspiro[2.5]octan-6-carboxylat